FC1(CCC(CC1)N[C@@H]1C(CCCC1)CC=1C(=C2CN(C(C2=CC1)=O)C1C(NC(CC1)=O)=O)F)F 3-(5-(((4R,2S)-2-((4,4-difluorocyclohexyl)amino)cyclohexyl)methyl)-4-fluoro-1-oxoisoindolin-2-yl)piperidine-2,6-dione